FC(OC=1C=CC(=NC1)N1N=C(N=C1)C1=CC(=C(C=C1)NC(N)=O)C(F)(F)F)(F)F 3-(4-(1-(5-(trifluoromethoxy)pyridin-2-yl)-1H-1,2,4-triazol-3-yl)-2-(trifluoromethyl)phenyl)urea